(3,5-di-tert-butylphenyl)(2,4,6-trimethylphenyl) iodide C(C)(C)(C)C=1C=C(C=C(C1)C(C)(C)C)C=1C(=C(C(=CC1C)C)I)C